O=C1C=C(N=C2N1C=CC=C2)C(=O)NCC=2N=C1N(C=C(C=C1)CNC(C)(C)C1=CC=CC=C1)C2 4-oxo-N-[(6-{[(2-phenylpropan-2-yl)amino]methyl}imidazo[1,2-a]pyridin-2-yl)methyl]-4H-pyrido[1,2-a]pyrimidine-2-carboxamide